N2-(4-chlorophenyl)-N3-(furan-2-ylmethyl)quinoxaline-2,3-diamine ClC1=CC=C(C=C1)NC1=NC2=CC=CC=C2N=C1NCC=1OC=CC1